4-(5-chloro-2-pyridinyl)-3,6-dihydro-2H-pyridine-1-carboxylic acid benzyl ester C(C1=CC=CC=C1)OC(=O)N1CCC(=CC1)C1=NC=C(C=C1)Cl